tert-butyl (2-(7-fluoroisoquinolin-6-yl)ethyl)carbamate FC1=C(C=C2C=CN=CC2=C1)CCNC(OC(C)(C)C)=O